C(CC)[SiH2]OC(OCC)OCC propyl-diethoxymethoxysilane